BrC1=CC(=C(O[C@H](C(=O)OC(C)(C)C)CC)C=C1)C1=NOCC1OCCCC tert-butyl (2S)-2-[4-bromo-2-(4-butoxy-4,5-dihydroisoxazol-3-yl)phenoxy]butanoate